C1(=CC=CC2=CC=CC=C12)N(C1=CC=C(C2=CC=C(N(C3=CC=CC=C3)C3=CC=CC=C3)C=C2)C=C1)C1=CC=CC2=CC=CC=C12 di(naphthalen-1-yl)-N,N-diphenyl-benzidine